9-chloro-2-ethylphenanthro[3,4-d]oxazole ClC=1C=CC=2C3=C(C=CC2C1)C=CC=1N=C(OC13)CC